ClC=1C=CC2=C(C[C@](O2)(C2=CC=CC=C2)CNC(OC(C)(C)C)=O)C1C1=C(C(=CC=C1C#N)NC)F Tert-butyl (((2S,4S)-5-chloro-4-(6-cyano-2-fluoro-3-(methylamino)phenyl)-2-phenyl-2,3-dihydrobenzofuran-2-yl)methyl)carbamate